CN1CCC12CCNCC2 1-methyl-1,7-diazaspiro[3.5]Nonane